C(=O)(O)[C@H](CC1=CNC2=CC=CC=C12)[NH3+] (S)-1-Carboxy-2-(1H-indol-3-yl)ethanaminium